FC=1C=C(C=CC1C(C)C)[C@@H](NC(=O)[C@H]1N([C@H]2C[C@H]2C1)C(CC1=CN=NN1)=O)C1=CC=CC=C1 (1S,3S,5S)-N-[(S)-[3-fluoro-4-(propan-2-yl)phenyl](phenyl)methyl]-2-[2-(1H-1,2,3-triazol-5-yl)acetyl]-2-azabicyclo[3.1.0]hexane-3-carboxamide